OCC1=C2C=CNC2=CC=C1OC=1C=C(C=CC1)C1=NN(C=C1)CC=1C=C(C=CC1)/C=C/C(=O)OC Methyl (E)-3-(3-((3-(3-((4-(hydroxymethyl)-1H-indol-5-yl)oxy)phenyl)-1H-pyrazol-1-yl)methyl)phenyl)acrylate